methyl 2-(3-(hydroxymethyl)cyclobutyl)acetate OCC1CC(C1)CC(=O)OC